OC(CN(CCCC(=O)OCCN1CCN(CC1)CCSSCCCCN(CC(CCCCCCC(=O)OCCCC)O)CC(CCCCCCC(=O)OCCCC)O)CC(CCCC(=O)OCCC)O)CCCC(OCCC)=O Dibutyl 9,9'-((4-((2-(4-(2-((4-(bis(2-hydroxy-6-oxo-6-propoxyhexyl)amino)butanoyl)oxy)ethyl)piperazin-1-yl)ethyl)disulfaneyl)butyl)azanediyl)bis(8-hydroxynonanoate)